4-(1-(5-fluoropyridin-2-yl)ethoxy)-6-(1-((1s,4s)-4-hydroxycyclohexyl)-5-methyl-1H-pyrazol-4-yl)-pyrazolo[1,5-a]pyridine-3-carbonitrile FC=1C=CC(=NC1)C(C)OC=1C=2N(C=C(C1)C=1C=NN(C1C)C1CCC(CC1)O)N=CC2C#N